ClC1=NC=C(C(=C1)N[C@H](CCOC1=C(C(=NN1C)C)C1=NC=CC(=N1)N)C)C#CC=1C(=NN(C1)C)OC (S)-2-(5-(3-((2-Chloro-5-((3-methoxy-1-methyl-1H-pyrazol-4-yl)ethynyl)pyridin-4-yl)amino)butoxy)-1,3-dimethyl-1H-pyrazol-4-yl)pyrimidin-4-amine